C(#C)C1=C2C(=CC(=CC2=CC=C1F)O)C1=C(C=2N=C(N=C(C2C(=N1)OC)NCCO)OC[C@]12CCCN2C[C@@H](C1)F)F 5-ethynyl-6-fluoro-4-(8-fluoro-2-(((2R,7aS)-2-fluorotetrahydro-1H-pyrrolizin-7a(5H)-yl)methoxy)-4-((2-hydroxyethyl)amino)-5-methoxypyrido[4,3-d]pyrimidin-7-yl)naphthalen-2-ol